FC1=C(C=C(NC2=NC=NC3=CC(=C(C=C23)N)OC)C=C1)Cl 4-(4-fluoro-3-chloroanilino)7-methoxy-6-aminoquinazoline